(E)-2-(4-methoxy-6-styrylpyridazin-3-yl)propan-2-ol COC1=C(N=NC(=C1)\C=C\C1=CC=CC=C1)C(C)(C)O